tert-butyl (5-(3-hydroxyprop-1-yn-1-yl)isoquinolin-4-yl)carbamate OCC#CC1=C2C(=CN=CC2=CC=C1)NC(OC(C)(C)C)=O